trihydroxyphenylacetic acid OC1=C(C(=C(C=C1)CC(=O)O)O)O